BrC1=CC(=C(C=C1)NC(=O)C1(CCC1)Br)C#N 1-bromo-cyclobutanecarboxylic acid (4-bromo-2-cyano-phenyl)-amide